CC=1C=C(C=NNC2=C3N=CN(C3=NC(=N2)N2CCOCC2)C2=NC=C(C#N)C=C2)C=CC1 6-(6-(2-(3-methylbenzylidene)hydrazinyl)-2-morpholino-9H-purin-9-yl)nicotinonitrile